3-{[1-({(3R,4R)-1-[(5-Bromopyridin-3-yl)carbonyl]-3-phenylpiperidin-4-yl}carbonyl)-4-hydroxypiperidin-4-yl]methyl}-7-phenyl-3,7-dihydro-4H-pyrrolo[2,3-d]pyrimidin-4-one BrC=1C=C(C=NC1)C(=O)N1C[C@H]([C@@H](CC1)C(=O)N1CCC(CC1)(O)CN1C=NC2=C(C1=O)C=CN2C2=CC=CC=C2)C2=CC=CC=C2